2,5-dichloro-4-methyl-3-nitrobenzoic acid ClC1=C(C(=O)O)C=C(C(=C1[N+](=O)[O-])C)Cl